C(C)(=O)N1CCN(CC1)C1=CC(=NC(=C1)NCC1=CC=C(C=C1)OC)C=1C=C2CN(C(C2=CC1)=O)[C@@H](CCC(=O)OC(C)(C)C)C(=O)N tert-butyl (S)-4-(5-(4-(4-acetylpiperazin-yl)-6-((4-methoxybenzyl)amino)pyridin-2-yl)-1-oxoisoindolin-2-yl)-5-amino-5-oxopentanoate